Cl.N[C@H](CO)C1=C(C(=CC=C1)Cl)F (S)-2-amino-2-(3-chloro-2-fluorophenyl)ethanol hydrochloride